2-(2-(2-aminoethoxy)ethoxy)ethyl 2-acetamino-3,4,6-tri-O-acetyl-2-deoxy-α-D-galactopyranoside N(C(=O)C)[C@H]1[C@@H](OCCOCCOCCN)O[C@@H]([C@@H]([C@@H]1OC(C)=O)OC(C)=O)COC(C)=O